N1C2=C(CCC13CNC3)N=CC=C2 3',4'-dihydrospiro[azetidine-3,2'-pyrido[3,2-b]pyridine]